N1N=CC(=C1)C1(CCC1)O 1-(1H-pyrazol-4-yl)cyclobutan-1-ol